FC=1C=C(CN2C3=NC(=NC=C3NC2=O)C2=C(C=CC=C2)C(C)C)C=CC1N1N=CC=C1 9-(3-fluoro-4-(1H-pyrazol-1-yl)benzyl)-2-(2-isopropylphenyl)-7,9-dihydro-8H-purin-8-one